5-(2,6-dichloro-4-nitro-phenoxy)-2-methoxy-3-(4-methoxyphenyl)pyridine ClC1=C(OC=2C=C(C(=NC2)OC)C2=CC=C(C=C2)OC)C(=CC(=C1)[N+](=O)[O-])Cl